4-(2-trifluoromethylphenoxy)piperidine FC(C1=C(OC2CCNCC2)C=CC=C1)(F)F